C(C)OC(C1=C(C(=C(C=C1C)OCC1=CC=CC=C1)CC=C)O)=O.BrC=1C=NN(C1C(F)(F)F)C 4-bromo-1-methyl-5-(trifluoromethyl)pyrazole ethyl-3-allyl-4-(benzyloxy)-2-hydroxy-6-methylbenzoate